2-(benzo[a]imidazo[5,1,2-cd]indolizin-1-yl)-4-fluorophenol C1(=NC=2N3C1=C1C(=C3C=CC2)C=CC=C1)C1=C(C=CC(=C1)F)O